(R)-2-(7-(1-ethylpiperidin-3-yl)-6,7-dihydro-5H-pyrrolo[2,3-c]pyridazin-3-yl)-3-methyl-5-(trifluoromethyl)phenol C(C)N1C[C@@H](CCC1)N1CCC2=C1N=NC(=C2)C2=C(C=C(C=C2C)C(F)(F)F)O